7-(2-methoxy-4,6-dimethyl-phenyl)-2-[3-piperidyl]-3H-pteridin-4-one COC1=C(C(=CC(=C1)C)C)C1=CN=C2C(NC(=NC2=N1)C1CNCCC1)=O